BrC1=CC(=C(C=C1)C1CC(NC=2C=C3C(=CC12)OCO3)=O)OCC 8-(4-bromo-2-ethoxyphenyl)-7,8-dihydro-[1,3]dioxolo[4,5-g]quinolin-6(5H)-one